FC1=C(C=CC=C1OC)C1=CC=C2C(=NNC2=C1)NC(C1=CC=CC=C1)=O N-(6-(2-fluoro-3-methoxyphenyl)-1H-indazol-3-yl)benzamide